1,3-Cyclohexanediamine C1(CC(CCC1)N)N